(R)-tert-butyl-4-(5-methyl-7-oxo-5,6,7,8-tetrahydropyrido[2,3-d]pyrimidin-4-yl)-3,6-dihydropyridin C(C)(C)(C)C1=NCC=C(C1)C=1C2=C(N=CN1)NC(C[C@H]2C)=O